1-(methoxycarbonylpropyl)-4-[2-(4-formylphenyl)ethenyl]pyridinium bromide [Br-].COC(=O)CCC[N+]1=CC=C(C=C1)C=CC1=CC=C(C=C1)C=O